(S)-N-(5-(2-(2-aminopyridin-3-yl)-5-(thiazol-2-yl)-3H-imidazo[4,5-b]pyridin-3-yl)-2,3-dihydro-1H-inden-1-yl)-2,3-difluoro-5-formyl-4-hydroxybenzamide NC1=NC=CC=C1C1=NC=2C(=NC(=CC2)C=2SC=CN2)N1C=1C=C2CC[C@@H](C2=CC1)NC(C1=C(C(=C(C(=C1)C=O)O)F)F)=O